5-bromo-3-chloro-1-((2-(trimethylsilyl)ethoxy)methyl)-1H-indole BrC=1C=C2C(=CN(C2=CC1)COCC[Si](C)(C)C)Cl